5-bromo-6-methoxy-2-methyl-1H-benzo[d]imidazole BrC1=CC2=C(NC(=N2)C)C=C1OC